Selenin [Se]1CC=CC=C1